6-fluoro-2-methyl-3-((2-(oxetan-3-yloxy)pyrimidin-5-yl)methyl)naphthalene-1,4-dione FC=1C=C2C(C(=C(C(C2=CC1)=O)C)CC=1C=NC(=NC1)OC1COC1)=O